Potassium chloride (nitrite) N(=O)O.[Cl-].[K+]